FC1=C(C(=CC(=C1)OCCN1CC(C1)CF)F)[C@H]1N([C@@H](CC2=C1NC1=CC=CC=C21)C)C[C@@H](CF)C (1R,3R)-1-(2,6-difluoro-4-(2-(3-(fluoromethyl)azetidin-1-yl)ethoxy)phenyl)-2-((S)-3-fluoro-2-methylpropyl)-3-methyl-2,3,4,9-tetrahydro-1H-pyrido[3,4-b]indole